CC(C(=O)O)(CC(CC)C)C 2,2,4-trimethylhexanoic acid